ClC1=C(C#N)C=CC(=C1)COC1CCN(CC1)C 2-chloro-4-(((1-methylpiperidin-4-yl)oxy)methyl)benzonitrile